1-[2-[2-(3,3-dimethoxypropoxy)ethoxy]ethyl]-5-[[[3-ethyl-5-[(2S)-2-(2-hydroxyethyl)-1-piperidyl]pyrazolo[1,5-a]pyrimidin-7-yl]amino]methyl]pyridin-2-one COC(CCOCCOCCN1C(C=CC(=C1)CNC1=CC(=NC=2N1N=CC2CC)N2[C@@H](CCCC2)CCO)=O)OC